CC(CC)C=1C=2N(N=CC1NC(=O)NC1=CC(=NN1C)OC(F)F)C=C(N2)Cl N-(8-(butan-2-yl)-2-chloroimidazo[1,2-b]pyridazin-7-yl)-N'-(3-(difluoromethoxy)-1-methyl-1H-pyrazol-5-yl)urea